N-[(6-Amino-2-pyridyl)sulfonyl]-6-(2-isopropoxy-4-pyridyl)-2-(2,2,4-trimethylpyrrolidin-1-yl)pyridin-3-carboxamid NC1=CC=CC(=N1)S(=O)(=O)NC(=O)C=1C(=NC(=CC1)C1=CC(=NC=C1)OC(C)C)N1C(CC(C1)C)(C)C